Z-butyl 5-methoxy-4-((2-(6-(methoxycarbonyl)pyridin-3-yl)-4-(3,3,3-trifluoropropyl)piperazin-1-yl)methyl)-7-methyl-1H-indole-1-carboxylate COC=1C(=C2C=CN(C2=C(C1)C)C(=O)OCCCC)CN1C(CN(CC1)CCC(F)(F)F)C=1C=NC(=CC1)C(=O)OC